C(C)(C)(C)OC(=O)NCC1=CC=C(C=C1)NC(=O)C1=CC2=C(OCCC3=C2SC=C3)C=C1C=1C(=NC(=CC1)C(NCCC)=O)C(=O)OC methyl 3-(9-((4-(((tert-butoxycarbonyl)amino)methyl)phenyl)carbamoyl)-4,5-dihydrobenzo[b]thieno[2,3-d]oxepin-8-yl)-6-(propylcarbamoyl)picolinate